(E)-4-(benzyloxy)-1-cyclopropylbut-2-en-1-one C(C1=CC=CC=C1)OC/C=C/C(=O)C1CC1